C1(=CC=CC=C1)CCC(C(=O)O)(C)C.CC(C(=O)OCCC1=CC=CC=C1)C 2-phenylethyl 2-methylpropanoate (Phenyl Ethyl Isobutyrate)